ClC1=CC(=C(C=C1Cl)C(NS(=O)C(C)(C)C)C1CCN(CC1)C1CCOCC1)O N-((4,5-dichloro-2-hydroxyphenyl)(1-(tetrahydro-2H-pyran-4-yl)piperidin-4-yl)methyl)-2-methylpropane-2-sulfinamide